ClCC=1OC=C(N1)C 2-(chloromethyl)-4-methyl-oxazol